BrC1=CC=C(C=C1)C(OC=1C=C(C(=C(C1)F)F)F)(F)F 5-((4-bromophenyl)difluoromethoxy)-1,2,3-trifluorobenzene